N1C(=NC2=C1C=CC=C2)C2=CC(=NN2)NC(=O)C=2C=NC(=CC2)N2CCC(CC2)N(C)C N-[5-(1H-benzimidazol-2-yl)-1H-pyrazol-3-yl]-6-[4-(dimethylamino)-1-piperidyl]pyridine-3-carboxamide